1,9-dihydro-6H-purin-6-one N1C=NC=2NC=NC2C1=O